NCCNCCCC[Si](OCCC)(OCCC)OCCC N-(2-aminoethyl)-4-aminobutyltri-n-propoxysilane